C(N)(=N)C=1C=C(SC1)CNC(=O)[C@H]1N(CCC1)C(CNC(C1=CC(=C(C=C1)OC1=CC=CC=C1)CCC)=O)=O (S)-N-((4-carbamimidoylthiophen-2-yl)methyl)-1-(2-(4-phenoxy-3-propylbenzamido)acetyl)pyrrolidine-2-carboxamide